[Pd].C1(=CC=CC=C1)C=CC(C=CC1=CC=CC=C1)=O.C1(=CC=CC=C1)C=CC(C=CC1=CC=CC=C1)=O.C1(=CC=CC=C1)C=CC(C=CC1=CC=CC=C1)=O tris(1,5-diphenylpenta-1,4-dien-3-one) palladium(0)